N=1NC(=C2C1C=CC=CC=C2)C(=O)N cycloocta[c]pyrazole-3-carboxamide